FC1=C(C=CC(=C1OCC1=CC=C(C=C1)OC)F)C1=CC(=NO1)CN1C(N(C(C=C1)=O)C)=O 1-[(5-{2,4-Difluoro-3-[(4-methoxyphenyl)methoxy]phenyl}-1,2-oxazol-3-yl)methyl]-3-methyl-1,2,3,4-tetrahydropyrimidine-2,4-dione